1-(4-{7-cyclopropyl-5-[(1R)-1-methyl-1,2,3,4-tetrahydroisoquinoline-2-carbonyl]-pyrazolo[1,5-a]pyrimidin-2-yl}-3-fluorophenyl)-N-methylpiperidine-4-carboxamide C1(CC1)C1=CC(=NC=2N1N=C(C2)C2=C(C=C(C=C2)N2CCC(CC2)C(=O)NC)F)C(=O)N2[C@@H](C1=CC=CC=C1CC2)C